N-(3-methoxy-4-(1H-pyrrolo[2,3-b]pyridin-5-yl)phenyl)propanamide COC=1C=C(C=CC1C=1C=C2C(=NC1)NC=C2)NC(CC)=O